FC(C(=O)Cl)CC alpha-fluorobutyryl chloride